1,2,4,9-tetrahydro-3H-carbazol-3-one C1CC(CC=2C3=CC=CC=C3NC12)=O